CN1N=CC(=C1C=1C=CC(=NC1)NC([C@H](C1CCC(CC1)C)NC(=O)C1=CN=NN1CC)=O)C N-((S)-2-((5-(1,4-dimethyl-1H-pyrazol-5-yl)pyridin-2-yl)amino)-1-((1r,4S)-4-methylcyclohexyl)-2-oxoethyl)-1-ethyl-1H-1,2,3-triazole-5-carboxamide